(1R)-β,4-Dimethyl-3-cyclohexene-1-propanal CC(CC=O)[C@H]1CC=C(CC1)C